CN1N=C2C=CC(=CC2=C1)C1=CC=C2C(N(C=NC2=C1)C1CCN(CC1)C)=O 7-(2-methyl-2H-indazol-5-yl)-3-(1-methylpiperidin-4-yl)quinazolin-4(3H)-one